FC1=CC=C(CNC(C2=CC=C(C=C2)CN2C=NC=CC2=O)=O)C=C1 N-(4-Fluorobenzyl)-4-((6-oxopyrimidin-1(6H)-yl)methyl)benzamide